[2H]C(CC(C(=O)OC)(C(=O)OC)CC(C([2H])[2H])([2H])[2H])(C([2H])[2H])[2H] Dimethyl 2,2-bis(2,2,3,3-tetradeuteriopropyl)propanedioate